(2r,3s)-tetradecane-2,3-diol C[C@H]([C@H](CCCCCCCCCCC)O)O